C(C1=CC=CC=C1)N1CCC=2C(=CC(NC2C1)=O)C D-7-benzyl-4-methyl-5,6,7,8-tetrahydro-1,7-naphthyridin-2(1H)-one